C1(=C(C=CC=C1)C1=C(C=CC=2C3=CC=CC=C3C(C12)(C)C)NC1=CC=C(C=C1)C1=CC(=CC(=C1)C(C)(C)C)C1=CC(=CC(=C1)C(C)(C)C)C(C)(C)C)C1=CC=CC=C1 1,1'-biphenyl-2-yl-N-(3'',5',5''-tri-tert-butyl-1,1':3',1''-terphenyl-4-yl)-9,9-dimethyl-9H-fluoren-2-amine